(S)-3-((tert-butoxycarbonyl)amino)-3-phenylpropanoic acid methyl ester COC(C[C@@H](C1=CC=CC=C1)NC(=O)OC(C)(C)C)=O